[6-(3-cyclopropyl-1,2,4-triazol-1-yl)-2-azaspiro[3.3]heptan-2-yl]-[6-[(5-dimethylphosphoryl-2-pyridinyl)methyl]-2-azaspiro[3.3]heptan-2-yl]methanone C1(CC1)C1=NN(C=N1)C1CC2(CN(C2)C(=O)N2CC3(C2)CC(C3)CC3=NC=C(C=C3)P(=O)(C)C)C1